OCC(C)(C)NC1=C(C(=O)N(C)C)C=C(C=N1)C1=C(C=CC(=C1)C(NC1=NSC=C1)=O)C 2-((1-hydroxy-2-methylpropan-2-yl)amino)-5-(5-(isothiazol-3-ylcarbamoyl)-2-methylphenyl)-N,N-dimethylnicotinamide